NC[C@@H](CS(=O)O)O (2S)-(3-amino-2-hydroxypropyl)sulfinic acid